N-(2-(5-(((3R,4S,SR)-3,4-dihydroxy-5-methoxy-6,6-dimethyltetrahydro-2H-pyran-2-yl)oxy)-4'-hydroxy-[1,1'-biphenyl]-2-yl)ethyl)acetamide O[C@H]1[C@H](OC(C([C@H]1O)OC)(C)C)OC=1C=CC(=C(C1)C1=CC=C(C=C1)O)CCNC(C)=O |&1:2|